O1C(=CC=C1)CN(S(=O)(=O)C)CC(C)O N-furan-2-ylmethyl-N-(2-hydroxypropyl)-methanesulfonamide